FC1=CC=C(C=C1)C1=NN2C(CN(CC2)C(=O)OC(C)(C)C)=C1C1=C(C=NC=C1)OC tert-butyl 2-(4-fluorophenyl)-3-(3-methoxypyridin-4-yl)-6,7-dihydropyrazolo[1,5-a]pyrazine-5(4H)-carboxylate